N-Hydroxymaleinimid ON1C(C=CC1=O)=O